1-(3-(4-(4-Isopropyl-5-(8-methyl-[1,2,4]triazolo[1,5-a]pyridin-6-yl)-1H-pyrazol-3-yl)phenyl)azetidin-1-yl)-2-methylpropan-2-ol C(C)(C)C=1C(=NNC1C=1C=C(C=2N(C1)N=CN2)C)C2=CC=C(C=C2)C2CN(C2)CC(C)(O)C